O=C1N(C(C2=CC=CC=C12)=O)CCOCCOCCOCC(=O)OC(C)(C)C Tert-butyl 2-(2-(2-(2-(1,3-dioxoisoindolin-2-yl)ethoxy)ethoxy)ethoxy)acetate